C(CCCCCCCCCCCCC\C=C/CCCCCCCC)(=O)OCCCCCCCC\C=C\CCCCCCCC elaidyl nervonate